n-butylpotassium C(CCC)[K]